(benzotriazol-1-yloxy)-tris(dimethylamino)phosphonium hexafluorophosphate F[P-](F)(F)(F)(F)F.N1(N=NC2=C1C=CC=C2)O[P+](N(C)C)(N(C)C)N(C)C